tert-butyl 3-(7-(8-bromo-3-(methoxymethoxy) naphthalen-1-yl)-2-(methylsulfonyl)-7,8-dihydro-5H-pyrano[4,3-d]pyrimidin-4-yl)-3,8-diazabicyclo[3.2.1]octane-8-carboxylate BrC=1C=CC=C2C=C(C=C(C12)C1CC=2N=C(N=C(C2CO1)N1CC2CCC(C1)N2C(=O)OC(C)(C)C)S(=O)(=O)C)OCOC